ethyl-4-[5-[3-[2-[4-[(1S)-2-amino-1-methyl-ethoxy]-4-oxo-butanoyl]-4-fluoro-6-methoxy-isoindolin-5-yl]oxypropoxy]-4-fluoro-6-methoxy-benzothiophen-2-yl]-4-oxo-butanoate C(C)OC(CCC(=O)C=1SC2=C(C1)C(=C(C(=C2)OC)OCCCOC=2C(=C1CN(CC1=CC2OC)C(CCC(=O)O[C@H](CN)C)=O)F)F)=O